C(C1=CC=CC=C1)OC=1C=C2C=CC(=CC2=C(C1N1S(NC(C1)=O)(=O)=O)F)OCC(=O)O 2-[[6-benzyloxy-8-fluoro-7-(1,1,4-trioxo-1,2,5-thiadiazolidin-2-yl)-2-naphthyl]oxy]acetic acid